2-((5-Fluoroisoindolin-2-yl)methyl)-5-((4-(S-methylsulphonimidoyl)benzyl)oxy)-4H-pyran-4-one FC=1C=C2CN(CC2=CC1)CC=1OC=C(C(C1)=O)OCC1=CC=C(C=C1)S(=O)(=N)C